FC=1C(=NC=C(C1)N1CCOCC1)N1C=C(C=C1C)C(=O)NC1=CC(=CC=C1)NS(=O)(=O)C 1-(3-Fluoro-5-morpholinylpyridin-2-yl)-5-methyl-N-(3-(methylsulfonylamino)phenyl)-1H-pyrrole-3-carboxamide